O(C1=CC=CC=C1)C1=CC=C(C=C1)C=1N=C(N2C1C=NC=C2)[C@H]2N(CCC2)C(C=C)=O (S)-1-(2-(1-(4-phenoxyphenyl)imidazo[1,5-a]pyrazin-3-yl)pyrrolidin-1-yl)prop-2-en-1-one